C(C)N1C=NC2=C1N=NC=C2C=2C=CC(=C(C2)C=2C(=CC1=C(OCC(N1CCN1CCCC1)=O)C2)OC)F 7-(5-(7-Ethyl-7H-imidazo[4,5-c]pyridazin-4-yl)-2-fluorophenyl)-6-methoxy-4-(2-(pyrrolidin-1-yl)ethyl)-2H-benzo[b][1,4]oxazin-3(4H)-one